6-phenyl-6-phenyl-quinazoline C1(=CC=CC=C1)C1(CC=2C=NC=NC2C=C1)C1=CC=CC=C1